N-(tert-butoxycarbonyl)-3-cyclobutylalanine C(C)(C)(C)OC(=O)N[C@@H](CC1CCC1)C(=O)O